C12(CC3CC(CC(C1)C3)C2)NCCCCCCCOC=2C=C3C(N(C(C3=CC2)=O)C2C(NC(CC2)=O)=O)=O 5-((7-((adamantan-1-yl)amino)heptyl)oxy)-2-(2,6-dioxopiperidin-3-yl)isoindoline-1,3-dione